2-chloro-5-(4-chloro-2-methyl-2H-indazol-5-yl)-3-methyl-7-{[(trimethylsilyl)ethoxy]methyl}-3H,4H,7H-pyrrolo[2,3-d]pyrimidin-4-one ClC=1N(C(C2=C(N1)N(C=C2C2=C(C1=CN(N=C1C=C2)C)Cl)COCC[Si](C)(C)C)=O)C